(2R,3R,4S,5R)-2-{4-amino-5-bromo-7H-pyrrolo[2,3-d]pyrimidin-7-yl}-5-[(1E)-2-(azetidin-3-yl)ethenyl]oxolane-3,4-diol NC=1C2=C(N=CN1)N(C=C2Br)[C@@H]2O[C@@H]([C@H]([C@H]2O)O)\C=C\C2CNC2